7-(benzyloxy)-9-methoxy-10H-[1,3]dioxolo[4,5-b]xanthene-10-one C(C1=CC=CC=C1)OC=1C=C2OC=3C=C4C(=CC3C(C2=C(C1)OC)=O)OCO4